CC(CC)N1N=C(C(=C1Cl)C=O)C 1-(BUTAN-2-YL)-5-CHLORO-3-METHYL-1H-PYRAZOLE-4-CARBALDEHYDE